ClC1=NC=CC(=N1)OCCCCOC 2-chloro-4-(4-methoxybutoxy)pyrimidine